NC1=NC(=C(C(=N1)NCCCC)CC=1C=C(C=CC1OC)C(C(=O)O)(C)C)CCC(=O)O 2-(3-((2-amino-4-(butylamino)-6-(2-carboxyethyl)pyrimidin-5-yl)methyl)-4-methoxyphenyl)-2-methylpropanoic acid